CC=1C(=C(C(C(=O)NN=O)=CC1)C(=O)NN=O)C dimethyl-N,N'-dinitrosophthalamide